N-[2,4-Dimethyl-5-(1-oxo-2-azaspiro[4.5]dec-2-yl)phenyl]-1,1,1-trifluoromethanesulfonamide CC1=C(C=C(C(=C1)C)N1C(C2(CC1)CCCCC2)=O)NS(=O)(=O)C(F)(F)F